C(C1=CC=CC=C1)OC1=C(C(=CC(=C1)OC([2H])([2H])[2H])F)C=1C=2N(C(=NN1)N[C@H]1CN(CCC1)CC)C=CC2 (R)-1-(2-(Benzyloxy)-6-fluoro-4-(methoxy-d3)phenyl)-N-(1-ethylpiperidin-3-yl)pyrrolo[1,2-d][1,2,4]triazin-4-amine